1-(4-(4-methylthiazol-5-yl)phenyl)ethan-1-amine CC=1N=CSC1C1=CC=C(C=C1)C(C)N